1-(3-fluorophenyl)cyclopropane-1-carbaldehyde FC=1C=C(C=CC1)C1(CC1)C=O